BrCCO bromoethyl alcohol